7-isopropyl-5H-furo[2,3-d]pyridazin-4-one C(C)(C)C1=NNC(C2=C1OC=C2)=O